C(#N)[C@@H](C)NC1=CC(=NC=C1N1N=NC(=C1)C1CCC(CC1)(CCO)O)N1N=CC=2C1=NC=C(C2)C#N 1-(4-(((R)-1-cyanoethyl)amino)-5-(4-(4-hydroxy-4-(2-hydroxyethyl)cyclohexyl)-1H-1,2,3-triazol-1-yl)pyridin-2-yl)-1H-pyrazolo[3,4-b]pyridine-5-carbonitrile